C(C(=C)C)(=O)OC(CC)O hydroxyl-propanol methacrylate